OCC=1C(=NC=CC1C1=CN(C(C(=C1)NC1=NC=NC=C1)=O)C)N1C(C=2N(CC1)C1=C(C2)CC(C1)(C)C)=O 2-[3'-Hydroxymethyl-1-methyl-6-oxo-5-(pyrimidin-4-ylamino)-1,6-dihydro-[3,4']bipyridinyl-2'-yl]-7,7-dimethyl-3,4,7,8-tetrahydro-2H,6H-cyclopenta[4,5]pyrrolo[1,2-a]pyrazin-1-one